(S)-8-iodo-6-((3-methylpiperidin-1-yl)methyl)-4H-chromen-4-one IC=1C=C(C=C2C(C=COC12)=O)CN1C[C@H](CCC1)C